methyl 1-ethyl-1H-1,2,4-triazole-5-carboxylate C(C)N1N=CN=C1C(=O)OC